tetradecyltrimethylammonium chloride [Cl-].C(CCCCCCCCCCCCC)[N+](C)(C)C